2-(4-chloro-5-fluoro-2-methoxyphenyl)-4,4,5,5-tetramethyl-1,3,2-dioxaborolan ClC1=CC(=C(C=C1F)B1OC(C(O1)(C)C)(C)C)OC